tert-butyl 4-[(4R)-4-methyl-6-[1-methyl-3-(1-methylpyrazol-4-yl)indazol-5-yl]-2-oxo-1,3,4,5-tetrahydro-1,5-benzodiazepin-8-yl]piperidine-1-carboxylate C[C@H]1NC2=C(NC(C1)=O)C=C(C=C2C=2C=C1C(=NN(C1=CC2)C)C=2C=NN(C2)C)C2CCN(CC2)C(=O)OC(C)(C)C